C(=CC)C=1NC=CN1 propenylimidazole